FC=1C=CC(=C2C=C(C(=CC12)C(=O)N)OC)OC[C@H]1NC([C@H]([C@H]1C)F)=O 8-fluoro-5-{[(2S,3S,4S)-4-fluoro-3-methyl-5-oxopyrrolidin-2-yl]methoxy}-3-methoxynaphthalene-2-carboxamide